4-((3-Bromobenzyl)oxy)quinoline-2-carboxylic acid methyl ester COC(=O)C1=NC2=CC=CC=C2C(=C1)OCC1=CC(=CC=C1)Br